4-(tert-butyl)-N-(6-(1-methyl-1H-indazol-5-yl)-5-(2-trityl-2H-tetrazol-5-yl)pyridin-3-yl)piperidine-1-carboxamide nitrogen [N].C(C)(C)(C)C1CCN(CC1)C(=O)NC=1C=NC(=C(C1)C=1N=NN(N1)C(C1=CC=CC=C1)(C1=CC=CC=C1)C1=CC=CC=C1)C=1C=C2C=NN(C2=CC1)C